2-chloro-6-(tetrahydro-thiopyran-4-yloxy)-pyridine ClC1=NC(=CC=C1)OC1CCSCC1